2-(4-((2-hydroxy-2-methylpropyl)amino)pyrido[3,4-d]pyridazin-1-yl)-5-isopropylphenol OC(CNC=1N=NC(=C2C1C=NC=C2)C2=C(C=C(C=C2)C(C)C)O)(C)C